(2S)-2-(tert-butoxycarbonyl-amino)-2-norcaran-7-yl-acetic acid C(C)(C)(C)OC(=O)N[C@H](C(=O)O)C1C2CCCCC21